N-(1-((3-methoxyphenyl)amino)-2,3-dihydro-1H-inden-5-yl)acrylamide COC=1C=C(C=CC1)NC1CCC2=CC(=CC=C12)NC(C=C)=O